CC1CCN(CC1NC)CC2=CC=CC=C2.Cl.Cl 1-benzyl-N,4-dimethylpiperidin-3-amine dihydrochloride